3-(aminocarbonyl)-3-butenoic acid NC(=O)C(CC(=O)O)=C